FC1(CC(C1)OC=1C=C(N)C=CC1C1=NN(C=N1)C)F 3-(3,3-difluorocyclobutoxy)-4-(1-methyl-1H-1,2,4-triazol-3-yl)aniline